{3-[(dimethylamino)methyl]phenyl}methanol CN(C)CC=1C=C(C=CC1)CO